2-((1,2,3,4-tetrahydronaphthalen-1-yl)amino)pyrimidine-5-carboxylic acid C1(CCCC2=CC=CC=C12)NC1=NC=C(C=N1)C(=O)O